3-[(3-chloro-2-methoxyphenyl)amino]-2-(3-{2-[1-(prop-2-enoyl)piperidin-2-yl]ethynyl}pyridin-4-yl)-1H,5H,6H,7H-pyrrolo[3,2-c]pyridin-4-one ClC=1C(=C(C=CC1)NC1=C(NC2=C1C(NCC2)=O)C2=C(C=NC=C2)C#CC2N(CCCC2)C(C=C)=O)OC